5-chloro-2-((4-(pyridin-4-yl)cyclohexyl)methyl)-1H-benzo[d]imidazole ClC1=CC2=C(NC(=N2)CC2CCC(CC2)C2=CC=NC=C2)C=C1